5-[(4,6-difluoro-1H-indol-5-yl)oxy]-2-fluoro-benzonitrile FC1=C2C=CNC2=CC(=C1OC=1C=CC(=C(C#N)C1)F)F